C1(CC1)C(=O)NC1=NC=C(C(=O)NC([2H])([2H])[2H])C(=C1)NC1=CC=CC=2C=3C(CN(C12)C([2H])([2H])[2H])=CN(N3)C 6-(cyclopropanecarboxamido)-N-(methyl-d3)-4-((2-methyl-5-(methyl-d3)-4,5-dihydro-2H-pyrazolo[4,3-c]quinolin-6-yl)amino)nicotinamide